OC1(CS(C1)=O)C#C[Si](C)(C)C 3-hydroxy-3-((trimethylsilyl)ethynyl)thietane 1-oxide